NC[C@@H]1[C@@H](C1)C(=O)N1N=C(C=C1)C |r| rac-((1R,2S)-2-(aminomethyl)cyclopropyl)(3-methyl-1H-pyrazol-1-yl)methanone